2-((((1-fluorocyclopropyl)methyl)amino)methyl)-3-methylpyrrolo[2,1-f][1,2,4]triazin-4(3H)-one FC1(CC1)CNCC1=NN2C(C(N1C)=O)=CC=C2